C1(CCCC1)CCC1=NC(=NO1)C=1C=C(C(=CC1)NCCCN1CCCC1)N 4-(5-(2-Cyclopentylethyl)-1,2,4-oxadiazol-3-yl)-N1-(3-(pyrrolidine-1-yl)propyl)benzene-1,2-diamine